1,2-thiazinan-5-ol S1NCCC(C1)O